ethyl 2-((ethoxycarbonyl)(hexyl)amino)-3-methylpentanoate C(C)OC(=O)N(C(C(=O)OCC)C(CC)C)CCCCCC